ClC1=C(C=CC2=C1OCCN2)F 8-chloro-7-fluoro-3,4-dihydro-2H-benzo[b][1,4]oxazine